2,4-dimethyl-phenylhydrazine hydrochloride Cl.CC1=C(C=CC(=C1)C)NN